1,4,5,6-tetrahydropyrrolo-[3,4-C]-pyrazole N1N=CC2=C1CNC2